3-fluoro-4-((4-(1-((2S,3S)-3-hydroxybutan-2-yl)-1H-pyrazol-4-yl)-5-(trifluoromethyl)pyrimidin-2-yl)amino)benzenesulfonamide FC=1C=C(C=CC1NC1=NC=C(C(=N1)C=1C=NN(C1)[C@@H](C)[C@H](C)O)C(F)(F)F)S(=O)(=O)N